imidazo[2,1-f][1,2,4]triazine-2-carboxamide N=1N2C(C=NC1C(=O)N)=NC=C2